(3S)-5,6-dichloro-1'-(5-nitropyrazin-2-yl)-1H-spiro[indole-3,3'-pyrrolidin]-2-one ClC=1C=C2C(=CC1Cl)NC([C@]21CN(CC1)C1=NC=C(N=C1)[N+](=O)[O-])=O